diketosuccinate O=C(C(C(=O)[O-])=O)C(=O)[O-]